(S)-1-(2-chloro-6-fluoro-4-hydroxybenzyl)-3,4-dimethyl-2-oxo-N-(2,4,6-trifluorobenzyl)-1,2,3,4-tetrahydroquinazoline-7-carboxamide ClC1=C(CN2C(N([C@H](C3=CC=C(C=C23)C(=O)NCC2=C(C=C(C=C2F)F)F)C)C)=O)C(=CC(=C1)O)F